OC(C(=O)C1=CC=C(C=C1)CC1=CC=C(C=C1)C(C(C)(C)O)=O)(C)C 2-hydroxy-1-{4-[4-(2-hydroxy-2-methylpropanoyl)-benzyl]-phenyl}-2-methyl-propan-1-one